2-bromo-2'-methylacetophenone BrCC(=O)C1=C(C=CC=C1)C